C1(=NNCCCCCCCC1)C1=CCCCCCCCCC1 diazabi-cycloundecene